OCC1(N(CC1)C(=O)OC(C)(C)C)C(=O)OC 1-(tert-butyl) 2-methyl 2-(hydroxymethyl)azetidine-1,2-dicarboxylate